COC=1C=C2NC=3CC(CC(C3C(C2=CC1)=O)=O)C=1SC(=CC1)OC1=CC(=CC=C1)OC(F)(F)F 6-methoxy-3-(5-(3-(trifluoromethoxy)phenoxy)thiophen-2-yl)-3,4-dihydroacridine-1,9(2H,10H)-dione